ethyl 2-[(9R)-6,9-dimethyl-7-oxo-1,6,8,17-tetrazatricyclo[8.5.2.013,16]heptadeca-10(17),11,13(16),14-tetraen-15-yl]-5-methoxy-3-methyl-imidazo[1,2-a]pyridine-7-carboxylate CN1CCCCN2C(=CC=3C=CC([C@H](NC1=O)C)=NC23)C=2N=C3N(C(=CC(=C3)C(=O)OCC)OC)C2C